tert-butyl-(1S,4S,5R)-6-benzyl-4-hydroxy-2,6-diazabicyclo[3.2.0]Heptane C(C)(C)(C)[C@]12NC[C@@H]([C@@H]2N(C1)CC1=CC=CC=C1)O